1,1,3-triiodoacetone IC(C(=O)CI)I